FC1=CC2=C(N(C(N=C2N2CC=3N(CC2)C(=NC3)C=C)=O)CCOC)N=C1C1=C(C=CC=C1O)F 6-fluoro-7-(2-fluoro-6-hydroxyphenyl)-1-(2-methoxyethyl)-4-(3-vinyl-5,6-dihydroimidazo[1,5-a]pyrazin-7(8H)-yl)pyrido[2,3-d]pyrimidin-2(1H)-one